[Si](C1=CC=CC=C1)(C1=CC=CC=C1)(C(C)(C)C)O[C@@H]1[C@@H](CN(CC1)C1(COC1)C#N)F |r| (3R,4S) and (3S,4R)-3-(4-((tert-butyldiphenylsilyl)oxy)-3-fluoropiperidin-1-yl)oxetane-3-carbonitrile